(E)-N-(7-bromo-1-tosyl-2,3-dihydroquinolin-4(1H)-ylidene)-2-methylpropan-2-sulfinamide BrC1=CC=C2\C(\CCN(C2=C1)S(=O)(=O)C1=CC=C(C)C=C1)=N\S(=O)C(C)(C)C